FC1=CC=C(C=N1)C=1C=2N(C=C(C1)OCC(C)(C)O)N=CC2C(=O)N(C)C 4-(6-fluoropyridin-3-yl)-6-(2-hydroxy-2-methylpropoxy)-N,N-dimethylpyrazolo[1,5-a]pyridine-3-carboxamide